C1(=CC=CC=C1)C1=NC(=NC=C1)N1CCC(CC1)C=O [1-(4-phenylpyrimidin-2-yl)-4-piperidinyl]methanone